CC=1C=C(C=C(C1OCCCC1=CC(=NO1)C)C)C1=NOC(=N1)C(F)(F)F 3-{3,5-dimethyl-4-[3-(3-methylisoxazol-5-yl)propoxy]phenyl}-5-(trifluoromethyl)-1,2,4-oxadiazole